N4-(cyclopropylmethyl)-N2-(2-methoxy-4-(morpholinosulfonyl)phenyl)-7H-pyrrolo[2,3-d]pyrimidine-2,4-diamine 2,2,2-trifluoroacetate FC(C(=O)O)(F)F.C1(CC1)CNC=1C2=C(N=C(N1)NC1=C(C=C(C=C1)S(=O)(=O)N1CCOCC1)OC)NC=C2